2-(3-quinolinyl)-2-methyl-4-acetoxy-5-amino-3(2H)-furanone N1=CC(=CC2=CC=CC=C12)C1(OC(=C(C1=O)OC(C)=O)N)C